6-[(2R,4S)-2-(1-cyclopropyl-1H-pyrazol-4-yl)tetrahydro-2H-pyran-4-yl]-8-[2-fluoro-4-(trifluoromethyl)phenyl]-2,3-dimethylpyrido[3,4-b]pyrazin-5(6H)-one C1(CC1)N1N=CC(=C1)[C@@H]1OCC[C@@H](C1)N1C(C2=NC(=C(N=C2C(=C1)C1=C(C=C(C=C1)C(F)(F)F)F)C)C)=O